5-({5-[5-(trifluoromethyl)-1,2,4-oxadiazol-3-yl]pyridin-2-yl}methoxy)imidazo[1,2-c]pyrimidine FC(C1=NC(=NO1)C=1C=CC(=NC1)COC1=NC=CC=2N1C=CN2)(F)F